{3-[4-amino-7-(1H-pyrazol-3-yl)-2H-pyrazolo[3,4-c]quinolin-2-yl]propyl}benzamide NC1=NC=2C=C(C=CC2C=2C1=NN(C2)CCCC2=C(C(=O)N)C=CC=C2)C2=NNC=C2